(S)-(4-((4-(sec-butylamino)-5-(trifluoromethyl)-7H-pyrrolo[2,3-d]pyrimidin-2-yl)amino)-3-methoxyphenyl)dimethyl-phosphine oxide [C@H](C)(CC)NC=1C2=C(N=C(N1)NC1=C(C=C(C=C1)P(C)(C)=O)OC)NC=C2C(F)(F)F